3-(1-((benzyloxy)carbonyl)pyrrolidin-2-yl)-2-(4-phenoxyphenyl)-2-phenylpropionic acid C(C1=CC=CC=C1)OC(=O)N1C(CCC1)CC(C(=O)O)(C1=CC=CC=C1)C1=CC=C(C=C1)OC1=CC=CC=C1